NC1=C(C(=O)NC=2SC(=C(N2)C)C)C=CC=C1 2-amino-N-(4,5-dimethylthiazol-2-yl)benzamide